N1C(=CC2=CC=CC=C12)C(=O)N1C2(CC2)CN(CC1)C(=O)OC(C)(C)C tert-butyl 4-(1H-indol-2-ylcarbonyl)-4,7-diazaspiro[2.5]octane-7-carboxylate